ClC1=NC(=C2C(=N1)N(N=C2)[C@@H]2O[C@@H]([C@H]1OC(O[C@H]12)(C)C)CO)N(C(OC(C)(C)C)=O)C1CCCC1 tert-Butyl (6-chloro-1-((3aR,4R,6R,6aR)-6-(hydroxy methyl)-2,2-dimethyltetrahydrofuro[3,4-d][1,3]dioxol-4-yl)-1H-pyrazolo[3,4-d]pyrimidin-4-yl)(cyclopentyl)carbamate